1-(4-acetyl-3-fluorophenyl)cyclopropane-1-carbonitrile C(C)(=O)C1=C(C=C(C=C1)C1(CC1)C#N)F